(S)-4-(cyclopropylethynyl)-4-(1,1-difluoroethyl)-7-((3-(dimethylamino)-1H-pyrazol-1-yl)methyl)-6-fluoro-3,4-dihydroquinazolin-2(1H)-one C1(CC1)C#C[C@@]1(NC(NC2=CC(=C(C=C12)F)CN1N=C(C=C1)N(C)C)=O)C(C)(F)F